(S)-5,5-Dioxido-7a,8,10,11-tetrahydro-[1,4]oxazino[3,4-d]pyrido[2,3-f][1,2,5]thiadiazepin O=S1(N=C[C@@H]2N(C3=C1C=CC=N3)CCOC2)=O